(R)-3-(Hydroxymethyl)-4-(5-methoxy-2-(methoxycarbonyl)-4-nitrophenyl)piperazine-1-carboxylic acid tert-butyl ester C(C)(C)(C)OC(=O)N1C[C@@H](N(CC1)C1=C(C=C(C(=C1)OC)[N+](=O)[O-])C(=O)OC)CO